C(CCC)NC(=O)N1CC2=CC(=CC=C2CC1)OC1=CC=C(C=C1)C(F)(F)F N-butyl-7-(4-(trifluoro-methyl)phenoxy)-3,4-dihydroisoquinoline-2(1H)-carboxamide